7-methyl-5H-pyrrolo[3,2-d]pyrimidin-amine CC1=CNC2=C1N=C(N=C2)N